3-[[6-(difluoromethoxy)-4-[2-[(6-methyl-2-morpholino-pyrimidin-4-yl)amino]pyrazolo[1,5-a]pyridin-5-yl]-3-pyridyl]oxy]-2,2-dimethyl-propanenitrile FC(OC1=CC(=C(C=N1)OCC(C#N)(C)C)C1=CC=2N(C=C1)N=C(C2)NC2=NC(=NC(=C2)C)N2CCOCC2)F